COC(C1=C(C=C(C=C1)[C@@]1(OC(=C(C1=O)OS(=O)(=O)C([2H])([2H])C1=C(C(=C(C(=C1[2H])[2H])[2H])[2H])[2H])N)[2H])F)=O.FC1=C(C=CC(=C1)[N+](=O)[O-])NC(\C=C\C)=O (E)-N-(2-fluoro-4-nitrophenyl)but-2-enamide methyl-(S)-4-(5-amino-3-oxo-4-((((phenyl-d5)methyl-d2)sulfonyl)oxy)-2,3-dihydrofuran-2-yl-2-d)-2-fluorobenzoate